[Br-].C(C)(CC)N1C(C2=CC=C(C=C2C1=O)NC(CCCCCCCCCC[P+](C1=CC=C(C=C1)C)(C1=CC=C(C=C1)C)C1=CC=C(C=C1)C)=O)=O (11-((2-(sec-butyl)-1,3-dioxoisoindolin-5-yl)amino)-11-oxoundecyl)tri-p-tolylphosphonium bromide